(S)-N1-(1-(2-(2-Adamantylamino)-2-oxoethyl)-2-oxo-1,2-dihydropyridin-3-yl)-N6-methyl-5-oxo-2-(pyridazin-3-carboxamido)hexandiamid C12C(C3CC(CC(C1)C3)C2)NC(CN2C(C(=CC=C2)NC([C@H](CCC(C(=O)NC)=O)NC(=O)C=2N=NC=CC2)=O)=O)=O